O=C1CNCCC1C(=O)OCC ethyl 3-oxopiperidine-4-carboxylate